C(C)(=O)NC1CCC(CC1)NC1=C(C(NC=C1)=O)C(=O)NC1=CC=C(C=C1)N1CCN(CC1)C 4-((4-Acetamidocyclohexyl)amino)-N-(4-(4-methylpiperazin-1-yl)phenyl)-2-oxo-1,2-dihydropyridine-3-carboxamide